C(=C/C=1C=CC2=C(SC(=C2)C(CCC(=O)O)=O)C1)/C=1C=CC2=C(SC(=C2)C(CCC(=O)O)=O)C1 (Z)-4,4'-(ethene-1,2-diylbis(benzo[b]thiophene-6,2-diyl))bis(4-oxobutanoic acid)